NC=1C(C2=CC=CC=C2C(C1N)=O)=O 2,3-diaminonaphthalene-1,4-dione